C(C)NC(=O)C1=CC2=C(C(N(C=C2C2=C(C=NN2C(C)C2=CC=CC=C2)C(NCC)=O)C)=O)N1 N-ethyl-4-(4-(ethylcarbamoyl)-1-(1-phenylethyl)-1H-pyrazol-5-yl)-6-methyl-7-oxo-6,7-dihydro-1H-pyrrolo[2,3-c]pyridine-2-carboxamide